2H-CHROMEN-2-ONE-7-YLSULFATE O1C(C=CC2=CC=C(C=C12)OS(=O)(=O)[O-])=O